C1(CCCC1)CC=1NC(=NN1)C(=O)NC1=NC=CC(=C1)C1=C(C=CC(=C1)OCCOCC)C(F)(F)F 5-(cyclopentylmethyl)-N-(4-(5-(2-ethoxyethoxy)-2-(trifluoromethyl)phenyl)pyridin-2-yl)-4H-1,2,4-triazole-3-carboxamide